α,α'-dichloro-meta-xylene ClCC1=CC(=CC=C1)CCl